4-bromo-3-cyano-N-((1S,2R)-(6-fluoro-2,3-dimethylphenyl)-1-(5-oxo-4,5-dihydro-1,3,4-oxadiazol-2-yl)propyl)benzenesulfonamide BrC1=C(C=C(C=C1)S(=O)(=O)N[C@@H](CCC1=C(C(=CC=C1F)C)C)C=1OC(NN1)=O)C#N